FC1=CC=C2CCC(C2=C1)C(=O)O 6-fluoroindane-1-carboxylic acid